NC1=C2C(=NC=N1)N(N=C2C2=CC=C(CNC(C1=C(C=CC(=C1)F)OC)=O)C=C2)C2CCN(CC2)C2CN(C2)C2CN(C2)C=2C=C1C(N(C(C1=CC2)=O)C2C(NC(CC2)=O)=O)=O N-(4-(4-Amino-1-(1-(1'-(2-(2,6-dioxopiperidin-3-yl)-1,3-dioxoisoindolin-5-yl)-[1,3'-biazetidin]-3-yl)piperidin-4-yl)-1H-pyrazolo[3,4-d]pyrimidin-3-yl)benzyl)-5-fluoro-2-methoxybenzamid